((7-bromo-3-((4,4,4-trifluorobutyl)amino)isoquinolin-6-yl)difluoromethyl)phosphonic acid BrC1=C(C=C2C=C(N=CC2=C1)NCCCC(F)(F)F)C(F)(F)P(O)(O)=O